O=C1C[C@H]2CC[C@H]3[C@@H]4CC[C@H]([C@@H](CCC(=O)[O-])C)[C@]4(CC[C@@H]3[C@]2(CC1)C)C 3-oxo-5β-cholanate